1,3-bis(3-isocyanatopropyl)-1,1,3,3-tetramethyldisiloxane N(=C=O)CCC[Si](O[Si](C)(C)CCCN=C=O)(C)C